BrC1=CC=C2COC3(C2=C1)CN(C3)C(C(F)(F)F)=O 1-(6'-Bromo-3'H-spiro[azetidine-3,1'-isobenzofuran]-1-yl)-2,2,2-trifluoroethane-1-one